[C@@H]12OC[C@@H](N(C1)CCOC=1N=C(C3=C(N1)C(=C(N=C3)C3=CC(=CC1=CC=CC=C31)O)F)N3C[C@H]1CC[C@@H](C3)N1)C2 4-(2-(2-((1S,4S)-2-oxa-5-azabicyclo[2.2.1]heptan-5-yl)ethoxy)-4-((1R,5S)-3,8-diazabicyclo[3.2.1]octan-3-yl)-8-fluoropyrido[4,3-d]pyrimidin-7-yl)naphthalen-2-ol